[Ce].[Zn].[Fe] iron-zinc-cerium